3-fluoro-4-(2-isothiocyanato)ethylbenzenesulfonamide methyl-1,2,3,4-tetrahydroisoquinoline-8-carboxylate hydrochloride Cl.COC(=O)C=1C=CC=C2CCNCC12.FC=1C=C(C=CC1CCN=C=S)S(=O)(=O)N